CC1(C(C(C2=CC=CC=C12)(C1=CC=C(C=C1)OC#N)C)OC#N)C 1,1-dimethyl-3-methyl-3-(4-cyanatophenyl)cyanatoindane